triazaspiro[cyclopropane-1,13'-tetracyclo[13.5.2.12,6.018,21]tricosane] N12N3NCCC(CCCCCCC4(CC5CCC(CC1)C2C5)CC4)C3